C(C1=CC=CC=C1)OC=1C=C(C2=CC=CC=C2C1)C1=C(C=C2C(=NC(=NC2=C1)Cl)N1C[C@H]2CC[C@@H](C1)N2C(=O)OC(C)(C)C)OC2=C(C=CC=C2)C#N tert-butyl (1R,5S)-3-(7-(3-(benzyloxy)naphthalen-1-yl)-2-chloro-6-(2-cyanophenoxy)quinazolin-4-yl)-3,8-diazabicyclo[3.2.1]octane-8-carboxylate